C(CC(C)CCC=C(C)C)CC(C)=O Citronellylacetone